C(C#CC)(=O)N1[C@@H](C[C@H](CC1)N1N=CC=2C(=NC=3C(=C(C(=CC3C21)Cl)C2=C1C=NNC1=CC(=C2C)Cl)F)OC[C@H]2N(CCC2)C)CC#N ((2S,4S)-1-(but-2-ynoyl)-4-(8-chloro-7-(6-chloro-5-methyl-1H-indazol-4-yl)-6-fluoro-4-(((S)-1-methylpyrrolidin-2-yl)methoxy)-1H-pyrazolo[4,3-c]quinolin-1-yl)piperidin-2-yl)acetonitrile